(1-oxa-6-azaspiro[3.3]hept-6-yl)methanone Copper (r)-thiophene-2-carboxylate S1C(=CC=C1)C(=O)[O-].[Cu+2].O1CCC12CN(C2)C=O.S2C(=CC=C2)C(=O)[O-]